rel-(3R)-3-cyclobutyl-1-[6-(1-methylpyrazol-4-yl)pyrrolo[1,2-b]pyridazin-4-yl]-2-oxopyrrolidine-3-carbonitrile C1(CCC1)[C@@]1(C(N(CC1)C=1C=2N(N=CC1)C=C(C2)C=2C=NN(C2)C)=O)C#N |o1:4|